N-(5,6-difluoro-1H-indol-3-yl)-5-(pyridin-2-yl)-1,2-oxazole-3-carboxamide FC=1C=C2C(=CNC2=CC1F)NC(=O)C1=NOC(=C1)C1=NC=CC=C1